N-(3-((2-amino-5-chloropyridin-3-yl)oxy)phenyl)-3-(1-cyanocyclopropyl)benzamide diethyl-3-(4-nitropyridin-3-yl)-1H-pyrrole-2,5-dicarboxylate C(C)OC(=O)C=1NC(=CC1C=1C=NC=CC1[N+](=O)[O-])C(=O)OCC.NC1=NC=C(C=C1OC=1C=C(C=CC1)NC(C1=CC(=CC=C1)C1(CC1)C#N)=O)Cl